C(C)(=O)N1[C@H]([C@H](CCC1)NS(=O)(=O)C1CC1)CO[C@@H]1CC[C@@H](CC1)C(C)C N-(cis-1-acetyl-2-(((cis-4-isopropylcyclohexyl)oxy)methyl)-piperidin-3-yl)cyclopropanesulfonamide